5-chloro-6-isopropylpyridin-2-amine ClC=1C=CC(=NC1C(C)C)N